3-(6-(diphenylamino)pyrimidin-4-yl)phenol C1(=CC=CC=C1)N(C1=CC(=NC=N1)C=1C=C(C=CC1)O)C1=CC=CC=C1